CCCCON=O N-butyl nitrite